C(\C=C/C(=O)O)(=O)O maleic acid